Sodium (borohydride) [BH4-].[Na+]